N-(1-(1-(4-Chloro-3-(pyrrolidin-1-yl)benzyl)-1,8-diazaspiro[4.5]decane-8-carbonyl)-1H-pyrazol-3-yl)methanesulfonamide ClC1=C(C=C(CN2CCCC23CCN(CC3)C(=O)N3N=C(C=C3)NS(=O)(=O)C)C=C1)N1CCCC1